FC1=CC(=C(C=C1)NC=1C2=C(N=CN1)C=CN2CCC)OC(C)C N-(4-fluoro-2-isopropoxy-phenyl)-5-propyl-pyrrolo[3,2-d]pyrimidin-4-amine